C1(CCCCC1)C1=NN2C(O[C@@H](CC2)C)=C1C(=O)N[C@@H]1C(NC2=C(C(=N1)C1=CC=CC=C1)C=CC=C2F)=O (5R)-2-cyclohexyl-N-[(3S)-9-fluoro-2-oxo-5-phenyl-1,3-dihydro-1,4-benzodiazepine-3-yl]-5-methyl-6,7-dihydro-5H-pyrazolo[5,1-b][1,3]Oxazine-3-carboxamide